CN1C(C(CC1)=C)=O methyl-3-methylene-2-pyrrolidone